3,4-dihydro-2H-benzo[b][1,4]oxazine-3-carboxylic acid ethyl ester C(C)OC(=O)C1NC2=C(OC1)C=CC=C2